C(C)OC1=NC=CC=C1C1=NC=C(C=C1)C1(CCN(CC1)C=1C(=NC(=CC1)C(F)(F)F)C(=O)N)C(N[C@@H]1CN(CC1)C)=O 3-(4-{2'-ethoxy-[2,3'-bipyridin]-5-yl}-4-{[(3S)-1-methylpyrrolidin-3-yl]carbamoyl}piperidin-1-yl)-6-(trifluoromethyl)pyridine-2-carboxamide